NC=1C(=C(C=O)C=CN1)OC1CC1 2-AMINO-3-CYCLOPROPOXYISONICOTINALDEHYDE